2,3,3-trimethylindole-5-sulfonic acid potassium salt [K+].CC1=NC2=CC=C(C=C2C1(C)C)S(=O)(=O)[O-]